5-((bis(diethoxyphosphoryl)methyl)amino)-1,1,1-trifluoro-5-oxopentan-2-yl (6-(4-(tert-butyl)phenoxy)pyridin-3-yl)carbamate C(C)(C)(C)C1=CC=C(OC2=CC=C(C=N2)NC(OC(C(F)(F)F)CCC(=O)NC(P(=O)(OCC)OCC)P(=O)(OCC)OCC)=O)C=C1